(5-amino-6-((3-hydroxy-3-methylbutan-2-yl)oxy)pyrazolo[1,5-a]pyrimidin-3-yl)-2-(difluoromethoxy)-N-((1R,2S)-2-fluorocyclopropyl)-6-methoxybenzamide NC1=NC=2N(C=C1OC(C)C(C)(C)O)N=CC2C=2C(=C(C(=O)N[C@H]1[C@H](C1)F)C(=CC2)OC)OC(F)F